2-(1-(ethoxycarbonyl)cyclobutyl)-2,6-dihydropyrrolo[3,4-c]pyrazole-5(4H)-carboxylic acid tert-butyl ester C(C)(C)(C)OC(=O)N1CC2=NN(C=C2C1)C1(CCC1)C(=O)OCC